C(C)(=O)ON(CCN(OC(C)=O)OC(C)=O)OC(C)=O.[NH4+].[NH4+] diammonium ethylenediamine tetraacetate